4-(2,2-dimethyl-6-methylenecyclohexyl)but-3-en-2-one CC1(C(C(CCC1)=C)C=CC(C)=O)C